1,2-bis((1H-imidazol-1-yl)methyl)benzene Tert-butyl-4-[[4-[1-(2,6-dioxo-3-piperidyl)-3-methyl-2-oxo-benzimidazol-5-yl]piperazin-1-yl]methyl]piperidine-1-carboxylate C(C)(C)(C)OC(=O)N1CCC(CC1)CN1CCN(CC1)C1=CC2=C(N(C(N2C)=O)C2C(NC(CC2)=O)=O)C=C1.N1(C=NC=C1)CC1=C(C=CC=C1)CN1C=NC=C1